4-[4-[(3-cyano-6-pyrrolidin-1-yl-pyrazin-2-yl)amino]phenyl]piperidine-1-carboxylic acid tert-butyl ester C(C)(C)(C)OC(=O)N1CCC(CC1)C1=CC=C(C=C1)NC1=NC(=CN=C1C#N)N1CCCC1